[O].[B] monoboron oxygen